N-amidinoalanine C(N)(=N)N[C@@H](C)C(=O)O